bis(2,2,6,6-tetramethyl-4-piperidinyl)decanedioate CC1(NC(CC(C1)OC(CCCCCCCCC(=O)OC1CC(NC(C1)(C)C)(C)C)=O)(C)C)C